(E)-3-Hydroxy-6-(hydroxymethyl)-2-(4-methoxyphenylvinyl)-4H-pyran-4-one OC1=C(OC(=CC1=O)CO)\C=C\C1=CC=C(C=C1)OC